O[C@@H]1CN(CC1)C1=CC=CC(=N1)C1=CC=CC2=C1C(NC1=C(O2)C=CC(=C1)OC(F)(F)F)=O (S)-(6-(3-Hydroxypyrrolidin-1-yl)pyridinyl)-8-(trifluoromethoxy)dibenzo[b,f][1,4]oxazepin-11(10H)-one